COC([C@@H](NC(C(=C)C)=O)CC1=CNC=N1)=O Methacryloyl-histidine methyl ester